C(C1=CC=CC=C1)OC1=CC=C2C(CCOC2=C1)(O)C1=CC(=C(C=C1)N1CCC(CC1)C(OC)OC)F 7-(benzyloxy)-4-(4-(4-(dimethoxymethyl)piperidin-1-yl)-3-fluorophenyl)chroman-4-ol